2-(4-(6-(4-Cyano-2-fluorobenzyloxy)pyridin-2-yl)-2-fluorobenzyl)-1-(2-fluoroethyl)-1H-benzo[d]imidazol C(#N)C1=CC(=C(COC2=CC=CC(=N2)C2=CC(=C(CC3=NC4=C(N3CCF)C=CC=C4)C=C2)F)C=C1)F